5-((5-(4'-((3-carbamoylazetidin-1-yl)methyl)-[1,1'-biphenyl]-4-yl)-4,6-difluoro-1H-benzo[d]imidazol-2-yl)oxy)-2-methylbenzoic acid C(N)(=O)C1CN(C1)CC1=CC=C(C=C1)C1=CC=C(C=C1)C1=C(C2=C(NC(=N2)OC=2C=CC(=C(C(=O)O)C2)C)C=C1F)F